5-(3-(1-isopropyl-1H-pyrazol-5-yl)phenyl)-1H-pyrazine-3-carboxylic acid C(C)(C)N1N=CC=C1C=1C=C(C=CC1)C=1N=C(CNC1)C(=O)O